(2,6-di-tert-butyl-4-methylphenyl)(2,6-di-tert-butylphenyl)pentaerythritol diphosphite OP(O)OP(O)O.C(C)(C)(C)C1=C(C(=CC(=C1)C)C(C)(C)C)C(O)(C(CO)(CO)CO)C1=C(C=CC=C1C(C)(C)C)C(C)(C)C